acetylhydroxymethoxypyrene (1R,2S,3S,5S)-tert-Butyl-3-amino-2-fluoro-8-azabicyclo[3.2.1]octane-8-carboxylate C(C)(C)(C)OC(=O)N1[C@H]2[C@H]([C@H](C[C@@H]1CC2)N)F.C(C)(=O)C2=C(C1=CC=C3C=CC=C4C=CC(=C2)C1=C43)OCO